(8R,9R,10S)-9-(4-bromophenyl)-10-(hydroxymethyl)-6-((4-methoxyphenyl) carbamoyl)-1,6-diazabicyclo[6.2.0]decan-3-ylacetate BrC1=CC=C(C=C1)[C@@H]1[C@@H]2CN(CCC(CN2[C@@H]1CO)CC(=O)[O-])C(NC1=CC=C(C=C1)OC)=O